2-chloro-2'-methyl-4-phenyl-spiro[5H-thieno[2,3-C]pyran-7,4'-piperidin]-4-ol ClC1=CC2=C(S1)C1(CC(NCC1)C)OCC2(O)C2=CC=CC=C2